C(#N)C1=C(N=CN1)C 5-cyano-4-methyl-imidazole